N-((1-(2,4-difluorobenzyl)cyclobutyl)methyl)-5-hydroxy-1-methyl-1H-pyrazole-3-carboxamide FC1=C(CC2(CCC2)CNC(=O)C2=NN(C(=C2)O)C)C=CC(=C1)F